NC1=NN2C(C=CC(=C2)C=2C(=C(C(=CC2)Cl)NC(=O)N2OCC[C@H]2C2=CC=CC=C2)F)=N1 (S)-N-(3-(2-amino-[1,2,4]triazolo[1,5-a]pyridin-6-yl)-6-chloro-2-fluorophenyl)-3-phenylisooxazolidine-2-carboxamide